2-(2-methoxyethyl)-5-(4,4,5,5-tetramethyl-1,3,2-dioxaborolan-2-yl)benzo[d]thiazole COCCC=1SC2=C(N1)C=C(C=C2)B2OC(C(O2)(C)C)(C)C